trimethylpropane di(methyl)acrylate CC(=CC(=O)O)C.CC(CC)(C)C